C(C)(C)(C)OC(=O)NCCCCCCN1N=CC=C1C(=O)OCC ethyl 1-(6-((tert-butoxycarbonyl) amino) hexyl)-1H-pyrazole-5-carboxylate